2-((4-fluorophenyl)amino)pyrimidine-4-carboxamide FC1=CC=C(C=C1)NC1=NC=CC(=N1)C(=O)N